FC=1C=C(C=CC1OC)S(=O)(=O)/C=C/CNC(=O)C=1C(NC=2CCCCC2C1)=O N-[(2E)-3-(3-fluoro-4-methoxybenzenesulfonyl)prop-2-en-1-yl]-2-oxo-1,2,5,6,7,8-hexahydroquinoline-3-carboxamide